tert-butyl (2-((6-chloro-3,5-dicyano-4-cyclopropylpyridin-2-yl)(methyl)amino)ethyl)carbamate ClC1=C(C(=C(C(=N1)N(CCNC(OC(C)(C)C)=O)C)C#N)C1CC1)C#N